4,8-dioxo-dodecane-1,12-diamine O=C(CCCN)CCCC(CCCCN)=O